N1=C(N=C(N=C1C1=CC=C(C(=C1O)C)OCCCCCC)C1=CC=C(C(=C1O)C)OCCCCCC)C1=CC=C(C(=C1O)C)OCCCCCC 6,6',6''-(1,3,5-triazine-2,4,6-triyl)tris(3-hexyloxy-2-methylphenol)